N-(1-(5-(3-cyano-6-(2-(pyrrolidin-1-yl)ethoxy)pyrazolo[1,5-a]pyridin-4-yl)pyridin-2-yl)-4-methylpiperidin-4-yl)picolinamide C(#N)C=1C=NN2C1C(=CC(=C2)OCCN2CCCC2)C=2C=CC(=NC2)N2CCC(CC2)(C)NC(C2=NC=CC=C2)=O